5-((1R,4R)-2-oxo-5-azabicyclo[2.2.1]heptane-5-yl)pyrazolo[1,5-a]pyrimidine-3-Formamide O=C1[C@H]2CN([C@@H](C1)C2)C2=NC=1N(C=C2)N=CC1C(=O)N